FC=1C(=C(C=C2CCN(CC12)CCCCC)O)N1CC(NS1(=O)=O)=O 5-(8-fluoro-6-hydroxy-2-pentyl-1,2,3,4-tetrahydroisoquinolin-7-yl)-1λ6,2,5-thiadiazolidine-1,1,3-trione